3-Acryloxypropyltris(butoxyethoxy)silan C(C=C)(=O)OCCC[Si](OCCOCCCC)(OCCOCCCC)OCCOCCCC